C(C)(C)(C)OC(=O)NCCC1(NC2=CC(=C(C=C2C1)F)Cl)C(=O)[O-] 2-(((tert-butoxycarbonyl) amino) ethyl)-6-chloro-5-fluoro-1H-indole-2-carboxylate